N-(4-ethylphenyl)-2,3,5,6-tetrafluoroaniline C(C)C1=CC=C(C=C1)NC1=C(C(=CC(=C1F)F)F)F